tert-butyl ((1r,4r)-4-acetylcyclohexyl)carbamate C(C)(=O)C1CCC(CC1)NC(OC(C)(C)C)=O